C(CCCC\C=C/C\C=C/C\C=C/CCCCC)(=O)N[C@@H](CC1=CC=C(C=C1)O)C(=O)O γ-linolenoyl-tyrosine